N-[(4S,5S)-7-ethyl-1-(2-fluorophenyl)-4-(4-fluorophenyl)-3-methyl-6-oxo-1H,4H,5H,6H,7H-pyrazolo[3,4-b]pyridin-5-yl]-3-methylbenzamide C(C)N1C2=C([C@@H]([C@@H](C1=O)NC(C1=CC(=CC=C1)C)=O)C1=CC=C(C=C1)F)C(=NN2C2=C(C=CC=C2)F)C